O.S(=O)(=O)(O)N[C@@H](C)C(=O)O sulfoalanine monohydrate